propionohydrazide C(CC)(=O)NN